9,9-bis(vinylbenzyl)fluorene C(=C)C(C1=CC=CC=C1)C1(C2=CC=CC=C2C=2C=CC=CC12)C(C1=CC=CC=C1)C=C